C(C)(C)(C)OC(=O)N1CCC(=CC1)C=1C=C(OC1)C(=O)NC1=CC=C(C=C1)C=1CCN(CC1)C(=O)OC(C)(C)C tert-butyl 4-[4-(4-{1-[(tert-butoxy)carbonyl]-1,2,3,6-tetrahydropyridin-4-yl}furan-2-amido)phenyl]-1,2,3,6-tetrahydropyridine-1-carboxylate